ethoxyurea C(C)ONC(=O)N